FC(C1=CC=C(C=C1)/C=C/C(=O)C1=C(C2=C(NC1=O)SC=C2)SC)F (E)-5-(3-(4-(difluoromethyl)phenyl)acryloyl)-4-methylthiothieno[2,3-b]pyridin-6(7H)-one